CC1(CC1)C(=O)OCCC(C)CCC=C(C)C Citronellyl 1-methylcyclopropanecarboxylate